t-butyl 3-oxopiperazine-1-carboxylate O=C1CN(CCN1)C(=O)OC(C)(C)C